N-[7-benzyloxy-5-fluoro-6-(1,1,4-trioxo-1,2,5-thiadiazolidin-2-yl)-2-naphthyl]-2-[5-[1-(2,6-dibenzyloxy-3-pyridyl)-3-methyl-2-oxo-benzimidazol-5-yl]-6-fluoro-indazol-1-yl]acetamide C(C1=CC=CC=C1)OC1=C(C(=C2C=CC(=CC2=C1)NC(CN1N=CC2=CC(=C(C=C12)F)C1=CC2=C(N(C(N2C)=O)C=2C(=NC(=CC2)OCC2=CC=CC=C2)OCC2=CC=CC=C2)C=C1)=O)F)N1S(NC(C1)=O)(=O)=O